BrC1=CC=CC=2N1N=C(N2)C2=CC=CC=C2 bromo-2-phenyl-[1,2,4]triazolo[1,5-a]pyridine